3-(1'-(tert-butoxycarbonyl)-[3,4'-bipiperidin]-1-yl)-1-methylcyclobutane-1-carboxylic acid C(C)(C)(C)OC(=O)N1CCC(CC1)C1CN(CCC1)C1CC(C1)(C(=O)O)C